C(C)(C)(C)C1=C(C=CC(C1)(CO)C(C)(C)C)O 2,4-di-tert-butyl-4-hydroxymethylphenol